C(CCC)NCCCCCCCN N-butylheptane-1,7-diamine